Ethylsilicat C(C)O[Si]([O-])([O-])[O-]